OC1=C(C(=O)OC)C=C(C=C1)C=1OC(=CC1)CCC(C1=CC=C(C=C1)C(F)(F)F)=O Methyl 2-hydroxy-5-(5-(3-oxo-3-(4-(trifluoromethyl)phenyl)propyl)furan-2-yl)benzoate